C1CC=CCC1 cyclohex-3-ene